Diethyl ([1,1'-biphenyl]-2-yl(phenyl)methyl)phosphonate C1(=C(C=CC=C1)C(C1=CC=CC=C1)P(OCC)(OCC)=O)C1=CC=CC=C1